C1(CCC1)C1=CC=C2C(=N1)NC=C2C=2C=C(C1=C(N(C(=N1)C)C(C)C)C2)F 6-(6-Cyclobutyl-1H-pyrrolo[2,3-b]pyridin-3-yl)-4-fluoro-1-isopropyl-2-methyl-1H-benzo[d]imidazole